[N+](=O)([O-])C=1C=C(C(O)=CC1)O 4-nitrocatechol